C(C)(C)(C)OC(=O)N1CC2=C(CC1)C(=NN2)C(=O)N2CCC(CC2)C2=C(C=CC(=C2)F)C(F)(F)F 3-(4-(5-fluoro-2-(trifluoromethyl)phenyl)piperidine-1-carbonyl)-1,4,5,7-tetrahydro-6H-pyrazolo[3,4-c]pyridine-6-carboxylic acid tert-butyl ester